COC(C(C)OS(=O)(=O)C)=O ((methylsulfonyl)oxy)propanoic acid methyl ester